ClC1=NC=C(C(=C1)N[C@H](CCO)C)C1=NC=C(N=C1)S(=O)(=O)C (S)-3-((2-chloro-5-(5-(methylsulfonyl)pyrazin-2-yl)pyridin-4-yl)amino)butan-1-ol